cyclopropyl-N-((6-methyl-5-(pyrazolo[1,5-a]pyridin-5-yl)-2,3-dihydro-1H-inden-4-yl)carbamoyl)-1H-pyrazole-4-sulfonamide C1(CC1)N1N=CC(=C1)S(=O)(=O)NC(NC1=C2CCCC2=CC(=C1C1=CC=2N(C=C1)N=CC2)C)=O